3-(2'-amino-2,3'-dichloro-6,6'-difluoro-[1,1'-biphenyl]-4-yl)-5,6-dihydro-[1,2,4]triazolo[4,3-a]pyrazin NC1=C(C(=CC=C1Cl)F)C1=C(C=C(C=C1F)C1=NN=C2N1CCN=C2)Cl